ClC=1C(=CC(=C(C1)NC(=O)C1CC=2C(=CN=CC2)N1C1=NC(=CC(=C1)C(F)(F)F)C)F)F N-(5-chloro-2,4-difluorophenyl)-1-(6-methyl-4-(trifluoromethyl)pyridin-2-yl)-2,3-dihydro-1H-pyrrolo[2,3-c]pyridine-2-carboxamide